(E)-3-(4-((E)-2-(2-chlorophenyl)-2-cyclopropyl-1-(1H-indazol-5-yl)vinyl)phenyl)acrylic acid ClC1=C(C=CC=C1)/C(=C(/C=1C=C2C=NNC2=CC1)\C1=CC=C(C=C1)/C=C/C(=O)O)/C1CC1